tris(dixylylideneacetone) dipalladium [Pd].[Pd].C1(C(C(=CC=C1)C)C)=CC(=O)C=C1C(C(=CC=C1)C)C.C1(C(C(=CC=C1)C)C)=CC(=O)C=C1C(C(=CC=C1)C)C.C1(C(C(=CC=C1)C)C)=CC(=O)C=C1C(C(=CC=C1)C)C